benzyl N-[(1R)-1-[(2S,5R,6R)-5-azido-6-[(1R,2S,3R,4R,5S,6R)-2,4-bis(benzyloxycarbonylamino)-3,5,6-trihydroxy-cyclohexoxy]tetrahydropyran-2-yl]ethyl]-N-benzyl-carbamate N(=[N+]=[N-])[C@@H]1CC[C@H](O[C@@H]1O[C@@H]1[C@H]([C@@H]([C@H]([C@@H]([C@H]1O)O)NC(=O)OCC1=CC=CC=C1)O)NC(=O)OCC1=CC=CC=C1)[C@@H](C)N(C(OCC1=CC=CC=C1)=O)CC1=CC=CC=C1